3-(2,2-difluoroethoxy)-4-(8-methyl-8-azabicyclo[3.2.1]oct-3-yl)benzene-1,2-diamine FC(COC1=C(C(=CC=C1C1CC2CCC(C1)N2C)N)N)F